1-(3-fluoro-4-methylbenzyl)-8-(1-methyl-1H-pyrazol-4-yl)-4-(5-methyloxazol-2-yl)-1,3-dihydro-2H-benzo[b]azepin-2-one FC=1C=C(CN2C3=C(C=C(CC2=O)C=2OC(=CN2)C)C=CC(=C3)C=3C=NN(C3)C)C=CC1C